tert-Butyl N-[4-[4-[1-(2,6-dioxo-3-piperidyl)-3-methyl-2-oxo-benzimidazol-5-yl]piperidine-1-carbonyl]cyclohexyl]carbamate O=C1NC(CCC1N1C(N(C2=C1C=CC(=C2)C2CCN(CC2)C(=O)C2CCC(CC2)NC(OC(C)(C)C)=O)C)=O)=O